2',5-dichloro-N-(5-chloro-6-(2H-1,2,3-triazol-2-yl)pyridin-3-yl)-2,4'-difluoro-6'-(methoxymethyl)-[1,1'-biphenyl]-4-carboxamide ClC1=C(C(=CC(=C1)F)COC)C1=C(C=C(C(=C1)Cl)C(=O)NC=1C=NC(=C(C1)Cl)N1N=CC=N1)F